1-(benzo[b]thiophen-2-yl)isoquinoline S1C2=C(C=C1C1=NC=CC3=CC=CC=C13)C=CC=C2